BrC=1C=C(C=C(C1)NS(=O)(=O)C)NC(=O)C=1SC=C(C1)C1=NC=CC=C1C N-(3-bromo-5-(methylsulfonamido)phenyl)-4-(3-methylpyridin-2-yl)thiophene-2-carboxamide